NC1=NC(=C2C(=N1)N(N=C2)CC2=CC=C(C=C2)N)C=2C(=C(C#N)C=CC2)C 3-(6-amino-1-(4-aminobenzyl)-1H-pyrazolo-[3,4-d]-pyrimidin-4-yl)-2-methylbenzonitrile